C(C)(C)(C)OC(=O)N1[C@@H](CN([C@H](C1)C)C=1C2=C(N=CN1)N(C=C2C=C)S(=O)(=O)C2=CC=C(C)C=C2)C (2r,5s)-2,5-dimethyl-4-(7-tosyl-5-vinyl-7H-pyrrolo[2,3-d]pyrimidin-4-yl)piperazine-1-carboxylic acid tert-butyl ester